C1(CCCCC1)N1N=CC=2C1=NC(=NC2NC(=O)C=2SC(=CC2)[N+](=O)[O-])C2=CC(=CC=C2)F N-(1-cyclohexyl-6-(3-fluorophenyl)-1H-pyrazolo[3,4-d]pyrimidin-4-yl)-5-nitrothiophene-2-carboxamide